5-bromo-1-isopropyl-1H-indole BrC=1C=C2C=CN(C2=CC1)C(C)C